(3R)-3-amino-5-[(4-chlorophenyl)methyl]-8-fluoro-7-(5-isobutyl-1,3,4-oxadiazol-2-yl)-1,1-dioxo-2,3-dihydro-1λ6,5-benzothiazepine-4-one N[C@H]1CS(C2=C(N(C1=O)CC1=CC=C(C=C1)Cl)C=C(C(=C2)F)C=2OC(=NN2)CC(C)C)(=O)=O